COC1(CC(=CC=C1)OC)N=C=S 1,3-dimethoxyphenyl isothiocyanate